C(#N)C[C@@H]1N(CCN(C1)C=1C2=C(N=C(N1)OCCC(=O)N(C)C)CN(CC2)C2=CC=CC1=CC=CC(=C21)C)C(=O)OCC2=CC=CC=C2 benzyl (S)-2-(cyanomethyl)-4-(2-(3-(dimethylamino)-3-oxopropoxy)-7-(8-methylnaphthalen-1-yl)-5,6,7,8-tetrahydropyrido[3,4-d]pyrimidin-4-yl)piperazine-1-carboxylate